C1(CC1)C=1C=C2C(=NC(=NC2=C(C1C1=C2C=NN(C2=CC(=C1C)F)C1OCCCC1)O)OC1CCOCC1)N1[C@@H]2CN([C@H](C1)C2)C(=O)OC(C)(C)C tert-butyl (1S,4S)-5-{6-cyclopropyl-7-[6-fluoro-5-methyl-1-(oxan-2-yl)-1H-indazol-4-yl]-8-hydroxy-2-[(oxan-4-yl)oxy]quinazolin-4-yl}-2,5-diazabicyclo[2.2.1]heptane-2-carboxylate